C(CCCCCCCCCCCCCCCCCCCCC)(=O)OCCCCCCCCCCCCCCCCCCCCCCCCCCCCCCCC tetradecyl-stearyl behenate